4-fluoro-N-isopropylbenzo[d]thiazole-6-carboxamide FC1=CC(=CC2=C1N=CS2)C(=O)NC(C)C